ClC1=C(C=CC=C1)NS(=O)(=O)C1=CC=C(C(=O)NC2=CC=C(C=C2)F)C=C1 4-(N-(2-chlorophenyl)sulfamoyl)-N-(4-fluorophenyl)benzamide